platinum palladium gold copper [Cu].[Au].[Pd].[Pt]